tert-Butyl 2-((5-chloro-1-methyl-3-(5-methylisoxazol-3-yl)-1H-pyrazol-4-yl)methyl)-1-oxo-2,8-diazaspiro[4.5]decane-8-carboxylate ClC1=C(C(=NN1C)C1=NOC(=C1)C)CN1C(C2(CC1)CCN(CC2)C(=O)OC(C)(C)C)=O